C=C1C(N(CC1)C(=O)OC(C)(C)C)C(=O)OCC 1-(t-butyl) 2-ethyl 3-methylenepyrrolidin-1,2-dicarboxylate